C(C)(=O)N[C@H](C(=O)N[C@H](C(=O)NCC=1C=C(OCC2(N(CC2)C(=O)OC(C)(C)C)C)C=CC1C)CCC1=CC=CC=C1)CCCC(=O)OC(C)(C)C tert-butyl 2-((3-(((S)-2-((S)-2-acetamido-6-(tert-butoxy)-6-oxohexanamido)-4-phenylbutanamido)methyl)-4-methylphenoxy)methyl)-2-methylazetidine-1-carboxylate